1-((4-((4-Cyclopropylnaphthalen-1-yl)amino)-7-fluoroquinazolin-2-yl)thio)cyclobutane-1-carboxylic acid ethyl ester C(C)OC(=O)C1(CCC1)SC1=NC2=CC(=CC=C2C(=N1)NC1=CC=C(C2=CC=CC=C12)C1CC1)F